C(C)(=O)O.N=1N2C(=CC1)C1(C=C2)CN(CC1)C(=O)N 1H-spiro[pyrrolidine-3,4'-pyrrolo[1,2-b]pyrazole]-1-carboxamide acetate